FC1=CC(=C(C(=O)NC2=C(C=C(C(=C2)C=2C=NC(=NC2)N2[C@@H](COCC2)C)F)N2C[C@H](N(CC2)C)C)C=C1)C(F)(F)F.[C].[Mg].[Al] aluminum magnesium carbon 4-fluoro-N-[4-fluoro-2-[(3R)-3,4-dimethylpiperazin-1-yl]-5-[2-[(3R)-3-methylmorpholin-4-yl]pyrimidin-5-yl]phenyl]-2-(trifluoromethyl)benzamide